(2-methoxyethyl)-5-methylcytosine COCCNC1=NC(NC=C1C)=O